C[C@H]1[C@@H](CCC1)C trans-1,2-Dimethylcyclopentan